(S)-2-((4-(3-(7-cyano-3,4-dihydroisoquinolin-2(1H)-yl)-1H-pyrazol-1-yl)piperidin-1-yl)methyl)-1-(oxetan-2-ylmethyl)-1H-benzo[d]imidazole-6-carboxylic acid methyl ester COC(=O)C=1C=CC2=C(N(C(=N2)CN2CCC(CC2)N2N=C(C=C2)N2CC3=CC(=CC=C3CC2)C#N)C[C@H]2OCC2)C1